FC1CN(C1)CCC1=C(C=CC=C1)CN (2-(2-(3-fluoroazetidin-1-yl)ethyl)phenyl)methylamine